[18F]C1=C(C=C(C=C1)CCNC(=N)N)O 4-[18F]Fluoro-m-hydroxyphenylethylguanidine